FC1([C@H](CN(CC1)[C@H](C(=O)NC=1N=C(N(C1)CC1=CC(=CC(=C1)F)F)C(F)F)C)C1=CNC(C(=C1)CO)=O)F (S)-2-((S)-4,4-difluoro-3-(5-(hydroxymethyl)-6-oxo-1,6-dihydropyridin-3-yl)piperidin-1-yl)-N-(1-(3,5-difluorobenzyl)-2-(difluoromethyl)-1H-imidazol-4-yl)propanamide